tert-Butyl 4-(5-(difluoromethyl)pyrimidin-2-yl)piperazine-1-carboxylate FC(C=1C=NC(=NC1)N1CCN(CC1)C(=O)OC(C)(C)C)F